OC1=C(C(=NN1C1=NC=C(C=C1)S(=O)C)C)C1=CC=C(C#N)C=C1 4-(5-hydroxy-3-methyl-1-(5-(methylsulfinyl)pyridin-2-yl)-1H-pyrazol-4-yl)benzonitrile